CC1=NC=CC(=C1)NC(OCCOC=1C=C(C2=C(C=C(O2)C2=C3N=CC(=NC3=CC(=C2)C)OC)C1)Cl)=O 2-((7-chloro-2-(2-methoxy-7-methylquinoxalin-5-yl)benzofuran-5-yl)oxy)ethyl (2-methylpyridin-4-yl)carbamate